4-[C-methyl-N-(2,2,2-trifluoroethoxy)carbonimidoyl]-2-(trifluoromethyl)quinazolin-5-ol CC(=NOCC(F)(F)F)C1=NC(=NC=2C=CC=C(C12)O)C(F)(F)F